ClC1=CC(=C(C=C1)C1(OC2=C(O1)C=CC=C2C21CCN(CC1C2)C(=O)OCC2=CC=CC=C2)C)F benzyl 6-(2-(4-chloro-2-fluorophenyl)-2-methylbenzo[d][1,3]dioxol-4-yl)-3-azabicyclo[4.1.0]heptane-3-carboxylate